[N-]=C=O.[N-]=C=O.CC(CCCC)O methylpentanol diisocyanate